C(C1=CC=CC=C1)OC=1C=C(C=NC1Cl)C(=O)O 5-(benzyloxy)-6-chloropyridine-3-carboxylic acid